(R)-4-Bromo-3-fluoro-N-(tetrahydrofuran-3-yl)benzamide BrC1=C(C=C(C(=O)N[C@H]2COCC2)C=C1)F